Methane calcium [Ca].C